(3-Ethoxy-pyridin-2-yl)-[4-fluoro-3-(7-morpholin-4-yl-quinazolin-4-yl)-phenyl]methanol C(C)OC=1C(=NC=CC1)C(O)C1=CC(=C(C=C1)F)C1=NC=NC2=CC(=CC=C12)N1CCOCC1